Tri(trimethylsilane) phosphate P(=O)(O)(O)O.C[SiH](C)C.C[SiH](C)C.C[SiH](C)C